Cl.Cl.FC1=NNC=C1C=1C=CC(=C(C1)O)C1=CN=C(N=N1)N1CC(NCC1)C(C)C 5-(3-fluoro-1H-pyrazol-4-yl)-2-{3-[3-(propan-2-yl)piperazin-1-yl]-1,2,4-triazin-6-yl}phenol dihydrochloride